diethyl-4-phenethyl-1,4-dihydro-2,6-dimethyl-3,5-pyridinedicarboxylic acid C(C)C1(C(=C(N(C(=C1C(=O)O)C)CC)C)C(=O)O)CCC1=CC=CC=C1